B(C1=CC=CC=C1CN(C)C2=CC=CC=C2)(O)O 2-(N-METHYL-N-PHENYL)AMINOMETHYLBENZENEBORONIC ACID